OC=1C=NC(=NC1)C=1CCN(CC1)C(=O)OC(C)(C)C tert-butyl 4-(5-hydroxypyrimidin-2-yl)-3,6-dihydropyridine-1(2H)-carboxylate